sulfhydryl-cerium S[Ce]